Di-tert-butylphosphine palladium dichloride [Pd](Cl)Cl.C(C)(C)(C)PC(C)(C)C